N-[(3R,4R,5S)-4-hydroxy-5-(10H-phenoxazin-10-yl)oxan-3-yl]-N'-methyl-4-(trifluoromethoxy)-benzene-1-sulfonimidoamide O[C@H]1[C@@H](COC[C@@H]1N1C2=CC=CC=C2OC=2C=CC=CC12)NS(=O)(=NC)C1=CC=C(C=C1)OC(F)(F)F